N,3-diphenylpropanamide C1(=CC=CC=C1)NC(CCC1=CC=CC=C1)=O